N-(4-(aminomethyl)cyclohexyl)-4-(4-(trifluoromethyl)piperidin-1-yl)aniline NCC1CCC(CC1)NC1=CC=C(C=C1)N1CCC(CC1)C(F)(F)F